Trans-2-butenal C(\C=C\C)=O